COC(C1=C(C=CC=C1)NC(CC(C)C1=CC=CC=C1)O)=O 2-[(1-hydroxy-3-phenylbutyl)amino]benzoic acid methyl ester